CCCCCCCCCCCCCCCC(CC(CCCC)=O)=O docosane-16,18-dione